2-isopropyl-N,N-dimethyl-8-(6-methyl-7-oxo-6,7-dihydro-1H-pyrrolo[2,3-c]pyridin-4-yl)-3-oxo-3,4-dihydro-2H-1,4-benzoxazine-6-carboxamide C(C)(C)C1OC2=C(NC1=O)C=C(C=C2C=2C1=C(C(N(C2)C)=O)NC=C1)C(=O)N(C)C